(2R,3R,11bR)-3-(tert-butoxy)-10-methoxy-9-(3,3,3-trifluoropropoxy)-1,3,4,6,7,11b-hexahydro-2H-pyrido[2,1-a]isoquinolin-2-ol C(C)(C)(C)O[C@H]1[C@@H](C[C@H]2N(CCC3=CC(=C(C=C23)OC)OCCC(F)(F)F)C1)O